3-(5-(4-((3-methyl-4-(m-tolyl)piperazin-1-yl)methyl)pyridin-2-yl)-1-oxoisoindolin-2-yl)piperidine-2,6-dione CC1CN(CCN1C=1C=C(C=CC1)C)CC1=CC(=NC=C1)C=1C=C2CN(C(C2=CC1)=O)C1C(NC(CC1)=O)=O